5-((1S,2S)-2-(6-(2,4-dimethoxypyrimidin-5-yl)imidazo[1,2-b]pyridazin-8-yl)cyclopropyl)-2-(trifluoromethoxy)benzonitrile COC1=NC=C(C(=N1)OC)C=1C=C(C=2N(N1)C=CN2)[C@@H]2[C@H](C2)C=2C=CC(=C(C#N)C2)OC(F)(F)F